2-cyclobutyloxirane C1(CCC1)C1OC1